Cl.Cl.N1=CC(=CC=2CNCCC12)N1C2=C(OCC1)N=CC=C2 1-(5,6,7,8-tetrahydro-1,6-naphthyridin-3-yl)-2,3-dihydropyrido[2,3-b][1,4]oxazine dihydrochloride